O=C1NC(CCC1NC1=NN(C=C1)C1CCN(CC1)CC(=O)OC(C)(C)C)=O tert-butyl 2-[4-[3-[(2,6-dioxo-3-piperidyl)amino]pyrazol-1-yl]-1-piperidyl]acetate